COC1=C(N)C=C(C(=C1)N1CCN(CC1)C)[N+](=O)[O-] 2-methoxy-4-(4-methylpiperazin-1-yl)-5-nitroaniline